3-fluoro-5-(1-(pyridin-2-ylethynyl)-3-azabicyclo[3.1.0]hexan-3-yl)benzonitrile FC=1C=C(C#N)C=C(C1)N1CC2(CC2C1)C#CC1=NC=CC=C1